lithium chlorate tri-hydrate O.O.O.Cl(=O)(=O)[O-].[Li+]